1-methyl-5-[2-(trimethylsilyl)ethynyl]indazole CN1N=CC2=CC(=CC=C12)C#C[Si](C)(C)C